CN1C=NC2=C1C(=O)N(C(=O)N2C)CC(=O)O caffeinic acid